NC=1N=NC(=CC1OC1CN(CCC1)C=1C=C(OCCN2CCN(CC2)C(=O)OC(C)(C)C)C=CC1)Cl tert-butyl 4-(2-(3-(3-((3-amino-6-chloropyridazin-4-yl)oxy)piperidin-1-yl)phenoxy)ethyl)piperazine-1-carboxylate